(R,E)-N-(1-(3,4-dimethoxyphenyl)ethyl)-3-(5-(1-(2-(dimethylamino)ethyl)-1H-pyrazol-4-yl)-1H-pyrrolo[2,3-b]pyridin-3-yl)acrylamide COC=1C=C(C=CC1OC)[C@@H](C)NC(\C=C\C1=CNC2=NC=C(C=C21)C=2C=NN(C2)CCN(C)C)=O